ClC1=C(C(=O)NC2=C(C=C(C(=C2)C(F)(F)F)C#N)I)C=C(C=C1)C#N 2-chloro-5-cyano-N-(4-cyano-2-iodo-5-(trifluoromethyl)phenyl)benzamide